N1CC(C1)N1CCN(CC1)C=1C=C2C(N(C(C2=CC1)=O)C1C(NC(CC1)=O)=O)=O 5-(4-(azetidin-3-yl)piperazin-1-yl)-2-(2,6-dioxopiperidin-3-yl)isoindole-1,3-dione